(3-(6-(4-(3H-imidazo[4,5-b]pyridin-7-yl)-1H-pyrazol-1-yl)pyridin-3-yl)-4,4,4-trifluorobutyl)isobutyramide N1=CNC2=NC=CC(=C21)C=2C=NN(C2)C2=CC=C(C=N2)C(CCC(C(=O)N)(C)C)C(F)(F)F